tertbutyl 3-(5-ethyl-6-oxo-1,6-dihydropyridazin-3-yl)piperidine-1-carboxylate C(C)C1=CC(=NNC1=O)C1CN(CCC1)C(=O)OC(C)(C)C